[N+](=O)([O-])C1=CC=C(C=C1)C1CNC(O1)=O 5-(4-nitrophenyl)oxazolidin-2-one